BrC1=NN(C(=C1)CO)C[C@@H](C)NC(OC(C)(C)C)=O tert-butyl {(2R)-1-[3-bromo-5-(hydroxymethyl)-1H-pyrazol-1-yl]propan-2-yl}carbamate